methyl 1-(methylcarbamoyl)-2-aziridinecarboxylate CNC(=O)N1C(C1)C(=O)OC